2-(2-chlorophenyl)-N-(1-(2-cyclopropylethoxy)-5-sulfamoylisoquinolin-7-yl)acetamide ClC1=C(C=CC=C1)CC(=O)NC1=CC(=C2C=CN=C(C2=C1)OCCC1CC1)S(N)(=O)=O